BrC1=CC(=C(C=C1F)CC(=O)OCC)F ethyl 2-(4-bromo-2,5-difluoro-phenyl)acetate